N-(4-(4-amino-7-cyano-3-(4-((4-(difluoromethyl)pyrimidin-2-yl)oxy)phenyl)-1-methyl-1H-pyrrolo[3,2-c]pyridin-2-yl)-3-methylphenyl)acrylamide NC1=NC=C(C2=C1C(=C(N2C)C2=C(C=C(C=C2)NC(C=C)=O)C)C2=CC=C(C=C2)OC2=NC=CC(=N2)C(F)F)C#N